5-chloro-6-iodo-N-[[3-(2,2,2-trifluoro-1,1-dimethyl-ethyl)-1H-1,2,4-triazol-5-yl]methyl]-2,3-dihydrobenzofuran-2-carboxamide ClC=1C(=CC2=C(CC(O2)C(=O)NCC2=NC(=NN2)C(C(F)(F)F)(C)C)C1)I